tert-butyl (R)-2-((4-(5-amino-6-(1-(3,5-dimethoxyphenyl)-6-oxo-1,6-dihydropyridazin-3-yl)pyrazin-2-yl)-1H-pyrazol-1-yl)methyl)-5,5-dimethylmorpholine-4-carboxylate NC=1N=CC(=NC1C1=NN(C(C=C1)=O)C1=CC(=CC(=C1)OC)OC)C=1C=NN(C1)C[C@H]1CN(C(CO1)(C)C)C(=O)OC(C)(C)C